methyl 4-amino-7-vinyl-1-(4-aminophenyl)-2-oxo-1,2-dihydroquinoline-3-carboxylate NC1=C(C(N(C2=CC(=CC=C12)C=C)C1=CC=C(C=C1)N)=O)C(=O)OC